acetyl-glycine methyl ester COC(CNC(C)=O)=O